C1(=CC=C(C=C1)N(C=1C=CC=C2C1OC1=C2C=2C=CC=CC2C=C1C1=CC=CC=C1)C1=CC=CC=C1)C1=CC=CC=C1 N-(4-biphenylyl)-6,N-diphenylbenzo[B]naphtho[1,2-d]furan-8-amine